F[C@H]1C[C@@H](CNC1)NC=1N=CC2=C(N1)N(C(C(=C2)C2=C(C(=C(C(=C2)F)NC[C@H](C(F)(F)F)O)F)F)=O)C(C)C 2-(((3S,5S)-5-fluoropiperidin-3-yl)amino)-8-isopropyl-6-(2,3,5-trifluoro-4-(((R)-3,3,3-trifluoro-2-hydroxypropyl)amino)phenyl)pyrido[2,3-d]pyrimidin-7(8H)-one